BrC=1N=C(SC1)C1=NNC2=NC=CC=C21 4-bromo-2-(1H-pyrazolo[3,4-b]pyridin-3-yl)thiazole